N(O)=CC1=CC=C(C=C1)C=1C=C2C=CNC2=NC1 5-(4-oximinomethylphenyl)-7-azaindole